2-((1r,3r)-4'-chloro-3-fluorospiro[cyclobutane-1,5'-pyrrolo[2,3-d]pyrimidin]-7'(6'H)-yl)isonicotinonitrile ClC=1C2=C(N=CN1)N(CC21CC(C1)F)C=1C=C(C#N)C=CN1